N-((2'-(2,6-difluoro-3,5-dimethoxyphenyl)-3'-oxo-2',3'-dihydro-1'H-spiro[cyclopentane-1,4'-[2,7]naphthyridine]-6'-yl)methyl)acrylamide FC1=C(C(=C(C=C1OC)OC)F)N1CC2=CN=C(C=C2C2(C1=O)CCCC2)CNC(C=C)=O